ClC(C1=NC(=NO1)C=1C=NC(=NC1)NC(C)C1=C(C=CC=C1F)F)(F)F 5-[5-[chloro(difluoro)methyl]-1,2,4-oxadiazol-3-yl]-N-[1-(2,6-difluorophenyl)ethyl]pyrimidin-2-amine